CC1(C(N(OC1)CC1=CC=C(C=C1)C1=NOC(=N1)C(F)(F)F)=O)C 4,4-dimethyl-2-[[4-(5-(trifluoromethyl)-1,2,4-oxadiazol-3-yl)phenyl]methyl]isooxazolidin-3-one